F[C@H]1C[C@]2(CCCN2C1)COC1=NC2=C(C(=C(C=C2C(=N1)N1CC2CCC(C1)N2)Cl)C=2C=C(C=C(C2C2CC2)Cl)O)F 3-(2-{[(2S,7aR)-2-fluoro-hexahydro-1H-pyrrolizin-7a-yl]methoxy}-6-chloro-4-{3,8-diazabicyclo[3.2.1]octan-3-yl}-8-fluoroquinazolin-7-yl)-5-chloro-4-cyclopropylphenol